7-(Diethoxymethyl)spiro[3.5]nonan-6-one C(C)OC(C1C(CC2(CCC2)CC1)=O)OCC